FC(C=1C=C(C=C(C1)C(F)(F)F)C1=NC2=C(N1O)C=C(C=C2[N+](=O)[O-])C(F)(F)F)(F)F 2-(3,5-bis-trifluoromethylphenyl)-4-nitro-6-trifluoromethylbenzimidazole-1-ol